3-(3,5-dihydroxyphenyl)propenoic acid OC=1C=C(C=C(C1)O)C=CC(=O)O